C(CC(C)C)#N isovaleronitrile